F[C@H]1CNCC[C@@H]1NC(=O)C1(CC1)CC1=C(C=CC=C1)OC N-((3S,4S)-3-fluoropiperidin-4-yl)-1-(2-methoxybenzyl)cyclopropane-1-carboxamide